4-(cyclopropylethynyl)-1-(4-methoxybenzyl)-2-oxo-7-((6-oxopyrimidin-1(6H)-yl)-methyl)-4-(trifluoromethyl)-1,2,3,4-tetrahydroquinazoline-6-carbonitrile C1(CC1)C#CC1(NC(N(C2=CC(=C(C=C12)C#N)CN1C=NC=CC1=O)CC1=CC=C(C=C1)OC)=O)C(F)(F)F